BrC1=CC=C(C=C1)N1N=NC(=C1C1CC1)C(=O)OC methyl 1-(4-bromophenyl)-5-cyclopropyl-1H-1,2,3-triazole-4-carboxylate